ethyl 2-(1-{bicyclo[1.1.1]pentan-1-yl}-1H-1,3-benzodiazol-2-yl)-5-ethoxy-1-methyl-6-oxo-1,6-dihydropyrimidine-4-carboxylate C12(CC(C1)C2)N2C(=NC1=C2C=CC=C1)C=1N(C(C(=C(N1)C(=O)OCC)OCC)=O)C